[4-(tert-butoxycarbonylamino) cyclohexyl] methanesulfonate CS(=O)(=O)OC1CCC(CC1)NC(=O)OC(C)(C)C